C1=CC(=CC=C1CCCCCCCCCCCCCCCCCCC(=O)OP(=O)([O-])OC[C@@H]2[C@H]([C@H]([C@@H](O2)N3C=NC4=C(N=CN=C43)N)O)O)O The molecule is an organophosphate oxoanion obtained by deprotonation of the phosphate OH group of 19-(4-hydroxyphenyl)nonadecanoyl-AMP; the major species at pH 7.3. It is a conjugate base of a 19-(4-hydroxyphenyl)nonadecanoyl-AMP.